(R/S)-4-(4-morpholinocyclohex-1-enyl)-1-(tetrahydro-2H-pyran-2-yl)-1H-pyrazole-3-carbaldehyde O1CCN(CC1)C1CC=C(CC1)C=1C(=NN(C1)[C@@H]1OCCCC1)C=O |r|